4-((1R,5R)-2,6-diazabicyclo[3.2.0]heptan-6-yl)-3-chloro-7-(8-chloro-7-fluoronaphthalen-1-yl)-8-fluoro-1,6-naphthyridine [C@@H]12NCC[C@H]2N(C1)C1=C(C=NC2=C(C(=NC=C12)C1=CC=CC2=CC=C(C(=C12)Cl)F)F)Cl